(S) and (R)-2-((4-cyanophenethyl)amino)-N-(4-(1-methyl-1H-pyrazol-4-yl)benzeneYl)-2-phenylacetamide C(#N)C1=CC=C(CCN[C@H](C(=O)NC2=CC=C(C=C2)C=2C=NN(C2)C)C2=CC=CC=C2)C=C1 |r|